C(C)(C)(C)OC(N[C@H]1C2(CN3N=CC=C31)CCN(CC2)C2=NC=C(C=3N2C=CN3)SC3=C(C2=CN(N=C2C=C3)C)Cl)=O (S)-(1-(8-((4-chloro-2-methyl-2H-indazol-5-yl)thio)imidazo[1,2-c]pyrimidin-5-yl)-4'H,6'H-spiro[piperidine-4,5'-pyrrolo[1,2-b]pyrazol]-4'-yl)carbamic acid tert-butyl ester